IC1=NN(C(=N1)CC1=CC=CC=C1)CC1=CC=C(C=C1)C=C 3-iodo-5-benzyl-1-(4-vinylbenzyl)-1H-1,2,4-triazole